1-cyclopropyl-3-(difluoromethyl)-1H-pyrazole-4-carboxylic acid hydrazide C1(CC1)N1N=C(C(=C1)C(=O)NN)C(F)F